6-cyanopyridine-2,5-dicarboxylic acid dimethyl ester COC(=O)C1=NC(=C(C=C1)C(=O)OC)C#N